Methyl-3-(3,3-difluorocyclobutyl)-1H-pyrazole CN1N=C(C=C1)C1CC(C1)(F)F